2-[3-ethylsulfonyl-7-(trifluoromethyl)imidazo[1,2-a]pyridin-2-yl]-3-methyl-6-(trifluoromethyl)imidazo[4,5-b]pyridine C(C)S(=O)(=O)C1=C(N=C2N1C=CC(=C2)C(F)(F)F)C2=NC=1C(=NC=C(C1)C(F)(F)F)N2C